C(C)[C@]1(NC(N(C(C1)=O)[C@@H]1[C@H](COC2=CC=C(C=C12)C(=O)N[C@H]1[C@@H](C(OC2=CC=CC=C12)(C)C)O)COC)=N)C (3S,4R)-4-[(4R)-4-ethyl-2-imino-4-methyl-6-oxo-hexahydropyrimidin-1-yl]-N-[(3S,4R)-3-hydroxy-2,2-dimethyl-chroman-4-yl]-3-(methoxymethyl)chromane-6-carboxamide